tert-butyl 6-chloro-4-(7-(difluoromethyl)-6-(1-methyl-1H-pyrazol-4-yl)-3,4-dihydroquinolin-1(2H)-yl)isoindoline-2-carboxylate ClC1=CC(=C2CN(CC2=C1)C(=O)OC(C)(C)C)N1CCCC2=CC(=C(C=C12)C(F)F)C=1C=NN(C1)C